CC1=C(C=CC(=C1)C(F)(F)F)C1CCN(CC1)C(=O)OCCCC butyl 4-(2-methyl-4-(trifluoromethyl)phenyl)piperidine-1-carboxylate